C(CCC)[N+](C)(CCO)CCO butyl-bishydroxyethyl-methylammonium